β,γ,5-Trihydroxy-1,4-naphthoquinone-2-butanoic acid OC(CC(=O)O)C(C=1C(C2=CC=CC(=C2C(C1)=O)O)=O)O